FC1=C(C=C(C=C1)B(O)O)[N+](=O)[O-] 4-FLUORO-3-NITROPHENYLBORONIC ACID